N-((S)-1,3-dihydrospiro[inden-2,4'-piperidin]-1-yl)-2-methylpropan-2-sulfinamide N1CCC2(CC1)[C@@H](C1=CC=CC=C1C2)NS(=O)C(C)(C)C